1-(4-(3-chloro-4-fluoro-1H-indole-2-carbonyl)piperazin-1-yl)-2-methoxyethan-1-one ClC1=C(NC2=CC=CC(=C12)F)C(=O)N1CCN(CC1)C(COC)=O